octadeca-9,11,13-trienoic acid C(CCCCCCCC=CC=CC=CCCCC)(=O)O